ClC1=CC(=CC(=N1)NCC)C1=C(C=C(C=C1)F)C1=NN=CN1C 6-Chloro-N-ethyl-4-(4-fluoro-2-(4-methyl-4H-1,2,4-triazol-3-yl)phenyl)pyridin-2-amine